ClC1=CC=C(S1)COCCNC(CC1=CC(=CC=C1)C)=N N-[2-(5-chloro-2-thenyloxy)ethyl]-m-methylphenylacetamidine